ClC1=CC2=C(C(=N1)C(=O)O)C=NN2C 6-chloro-1-methyl-1H-pyrazolo[4,3-c]pyridine-4-carboxylic acid